methyl(5-(3-morpholinopropoxy)pyridin-2-yl)((trimethylsilyl)imino)-λ6-sulfanone CS(=O)(=N[Si](C)(C)C)C1=NC=C(C=C1)OCCCN1CCOCC1